nickel (dimethyl-dithiocarbamic acid) CN(C(S)=S)C.[Ni]